ClC1=C(C=C2CC(NC2=C1)=O)SCCOCCN(C(OC(C)(C)C)=O)C tert-butyl N-[2-[2-(6-chloro-2-oxo-indolin-5-yl) thioethoxy] ethyl]-N-methyl-carbamate